diethyl 2-acetamido-2-phenethylmalonate C(C)(=O)NC(C(=O)OCC)(C(=O)OCC)CCC1=CC=CC=C1